CC=1C2=C(N(N1)C1=NC=CC=C1)SC(=C2)C(=O)O 3-methyl-1-(pyridin-2-yl)-1H-thieno[2,3-c]pyrazole-5-carboxylic acid